FC1=CC=C(C=C1)NC1=CC=C2C(=CC(NC2=C1)=O)C 7-((4-fluorophenyl)amino)-4-methylquinolin-2(1H)-one